2-[2-[2-(2,6-dioxopiperidin-3-yl)-1,3-dioxoisoindol-5-yl]-2,8-diazaspiro[4.5]decan-8-yl]-N-methylacetamide O=C1NC(CCC1N1C(C2=CC=C(C=C2C1=O)N1CC2(CC1)CCN(CC2)CC(=O)NC)=O)=O